7-oxo-7-(6-(trifluoromethoxy)indolin-1-yl)heptanoic acid O=C(CCCCCC(=O)O)N1CCC2=CC=C(C=C12)OC(F)(F)F